ClC=1C=C(C(=NC1)OC1=CC=C(C=C1)N1N=CC(=N1)CC(=O)O)F 2-(2-(4-((5-chloro-3-fluoropyridin-2-yl)oxy)phenyl)-2H-1,2,3-triazol-4-yl)acetic acid